(2s)-2-amino-4-[2-[1-(3-fluorophenyl)cyclobutyl]ethylsulfonimidoyl]butanoic acid N[C@H](C(=O)O)CCS(=O)(=N)CCC1(CCC1)C1=CC(=CC=C1)F